(S)-3-((7-(ethylsulfonyl)-2,7-diazaspiro[3.5]nonan-2-yl)methyl)pyrrolidine C(C)S(=O)(=O)N1CCC2(CN(C2)C[C@@H]2CNCC2)CC1